[Se-2].[Ag+].[Ga+3].[Se-2] gallium silver selenide